ClC1=C(C=C(C=O)C=C1C(F)(F)F)F 4-Chloro-3-fluoro-5-(trifluoromethyl)benzaldehyde